(6R)-5-oxo-6-({2-[2-(trifluoromethoxy)phenyl][1,2,4]triazolo[1,5-c]quinazolin-5-yl}amino)-1,4-diazepan-1-carboxylic acid benzyl ester C(C1=CC=CC=C1)OC(=O)N1CCNC([C@@H](C1)NC1=NC=2C=CC=CC2C=2N1N=C(N2)C2=C(C=CC=C2)OC(F)(F)F)=O